C(=O)(O)CCCCCCCCCCCCCCCCCCC=1C=CC=C(C(=O)O)C1 5-(18-carboxyoctadecyl)benzoic acid